N-(3-((2-(2,6-dioxopiperidin-3-yl)-1,3-dioxoisoindolin-5-yl)amino)propyl)-2-(4-(4-(quinolin-2-yl)-1H-pyrazol-1-yl)piperidin-1-yl)acetamide O=C1NC(CCC1N1C(C2=CC=C(C=C2C1=O)NCCCNC(CN1CCC(CC1)N1N=CC(=C1)C1=NC2=CC=CC=C2C=C1)=O)=O)=O